F[C@@H]1[C@@H]([C@@H](N(C1)C(C(C)(C)O)=O)CC=1C(=C(C=CC1)C1=CC=CC=C1)F)NS(=O)(=O)C N-[(2S,3R,4S)-4-fluoro-2-[(2-fluoro[1,1'-biphenyl]-3-yl)methyl]-1-(2-hydroxy-2-methylpropanoyl)pyrrolidin-3-yl]methanesulfonamide